C1(=CC=C(C=C1)CN1N=CC2=CC(=CC(=C12)C(=O)NC1CC2(CC(C2)CC(=O)O)C1)Cl)C1=CC=CC=C1 (Sa)-2-(6-(1-([1,1'-Biphenyl]-4-ylmethyl)-5-chloro-1H-indazole-7-carboxamido)spiro[3.3]heptan-2-yl)acetic acid